N-(2-hydroxyethyl)hexadecylamide OCC[N-]CCCCCCCCCCCCCCCC